C(C)OC(=O)C=1C(=NC(=C(C1N)Cl)Cl)Cl 4-amino-2,5,6-trichloro-pyridine-3-carboxylic acid ethyl ester